[N+](=O)([O-])C1=CC(=C(C=C1)NC(C=C)=O)C(F)(F)F N-(4-nitro-2-(trifluoromethyl)phenyl)acrylamide